C(#N)CC1(CN(C1)C1=CC(=C(C(=O)N[C@H](C(F)(F)F)C)C=C1F)F)N1N=CC(=C1)C=1C2=C(N=CN1)NC=C2 4-{3-(cyanomethyl)-3-[4-(7H-pyrrolo[2,3-d]pyrimidin-4-yl)-1H-pyrazol-1-yl]azetidin-1-yl}-2,5-difluoro-N-[(1S)-2,2,2-trifluoro-1-methylethyl]benzamide